COC(C(CCC(=O)OC)N1CC2=NC(=CC=C2C1=O)C1CCN(CC1)CC1=CC=CC=C1)=O (2-(1-Benzylpiperidin-4-yl)-5-oxo-5H-pyrrolo[3,4-b]pyridin-6(7H)-yl)glutaric acid dimethyl ester